CNC(=O)C1=NC=CC(=C1)OC1=CC=C(C2=CC=CC=C12)[N+](=O)[O-] n-methyl-4-((4-nitronaphthalen-1-yl)oxy)pyridine-2-carboxamide